C(C=C)(=O)[O-].C(C=C)(=O)[O-].C(C)(C)[Sn+2]C(C)C diisopropyltin diacrylate